tert-Butyl 5-oxo-2-phenyl-5,6-dihydropyridine-1(2H)-carboxylate O=C1C=CC(N(C1)C(=O)OC(C)(C)C)C1=CC=CC=C1